CON=C1C2=C(N=C(N1)[C@H]1O[C@@H]([C@H]([C@H]1O)O)[C@H](O)C1=CC=3CCC3C=C1)NC=C2 ((2R,3R,4S,5R)-5-((R)-bicyclo[4.2.0]oct-1(6),2,4-trien-3-yl-(hydroxy)methyl)-3,4-dihydroxytetrahydrofuran-2-yl)-3,7-dihydro-4H-pyrrolo[2,3-d]pyrimidin-4-one O-methyloxime